C(#N)[C@H]1[C@@H](COCC1)NC1=NC(=NC=C1C)NC=1C=C(C(=C(C(=O)OC)C1)O)C1CC1 methyl 5-((4-(((trans)-4-cyanotetrahydro-2H-pyran-3-yl)amino)-5-methylpyrimidin-2-yl)amino)-3-cyclopropyl-2-hydroxybenzoate